7-[(2-methyl-3H-benzimidazol-5-yl)oxy]Quinoxaline CC=1NC2=C(N1)C=CC(=C2)OC2=CC=C1N=CC=NC1=C2